methyltetralone CC1C(C2=CC=CC=C2CC1)=O